N-[3-[[5-chloro-2-[[4-(4-methyl-1-piperazinyl)phenyl]amino]-4-pyrimidinyl]thio]phenyl]-2-propenamide ClC=1C(=NC(=NC1)NC1=CC=C(C=C1)N1CCN(CC1)C)SC=1C=C(C=CC1)NC(C=C)=O